platinum phosphite P([O-])([O-])[O-].[Pt+2].P([O-])([O-])[O-].[Pt+2].[Pt+2]